2-[(5S,7S)-7-fluoro-5-phenyl-6,7-dihydro-5H-pyrrolo[1,2-b][1,2,4]triazol-2-yl]butan-2-ol F[C@H]1C[C@H](N2N=C(N=C21)C(C)(CC)O)C2=CC=CC=C2